FC=1C(=CC=C2C=CC(N(C12)CC1=CC=C(C=C1)OC)=O)OCC1=CC=C(C=C1)OC 8-fluoro-1-(4-methoxybenzyl)-7-((4-methoxybenzyl)oxy)quinolin-2(1H)-one